O=S1(CCC(CC1)=CC(=O)OCC)=O ethyl 2-(1,1-dioxidotetrahydro-4H-thiopyran-4-ylidene)acetate